NC1=NC=2C=C(C=CC2C2=C1C=NN2C)CN(C(=O)C=2C=NC(=CC2)C2CC2)C2=C(C=C(C=C2)F)S(=O)(=O)C N-({4-amino-1-methyl-1H-pyrazolo[4,3-c]quinolin-7-yl}methyl)-6-cyclopropyl-N-(4-fluoro-2-methanesulfonylphenyl)pyridine-3-carboxamide